[C@@H]1([C@H](O)[C@@H](O)[C@H](O)[C@H](O1)CO)OC1=NNC(=C1CC1=CC=C(C=C1)C(C)C)C 3-(β-D-glucopyranosyloxy)-4-[(4-isopropylphenyl)methyl]-5-methyl-1H-pyrazole